2,2-dimethylsuccinic anhydride CC1(C(=O)OC(C1)=O)C